2-bromo-2'-Chloro-1,1'-biphenyl BrC1=C(C=CC=C1)C1=C(C=CC=C1)Cl